1H-indene-4-sulfonamide C1C=CC=2C(=CC=CC12)S(=O)(=O)N